COC(CN)CN 2-methoxypropane-1,3-diamine